N-[3-[2-(4-fluoroanilino)-1-methyl-2-oxo-ethyl]-1-bicyclo[1.1.1]pentanyl]cinnoline-4-carboxamide FC1=CC=C(NC(C(C)C23CC(C2)(C3)NC(=O)C3=CN=NC2=CC=CC=C32)=O)C=C1